ClC=1C=C2C(=CC1)NC(C21CCN(CC1)CCOC1=CC(=C(C(=C1)C)S(=O)(=O)C)C)=O 5-chloro-1'-[2-(4-methanesulfonyl-3,5-dimethylphenoxy)ethyl]-1,2-dihydrospiro[indole-3,4'-piperidin]-2-one